ClC1=CC(=C(C=C1)NC=1C2=C(N=CN1)C=CC(=N2)N2[C@@H]1CN([C@H](C2)C1)C(C=C)=O)F 1-((1S,4S)-5-(4-((4-chloro-2-fluorophenyl)amino)pyrido[3,2-d]pyrimidin-6-yl)-2,5-diazabicyclo[2.2.1]heptan-2-yl)prop-2-en-1-one